(Z)-3-((dimethylamino)methylene)dihydro-2H-pyran-4(3H)-one CN(C)\C=C/1\COCCC1=O